ClC1=CC(=C(C=C1)C1=NC(=CC2=C1N=C1N(C2=O)CCC1)N1C[C@H](CC1)O)F (S)-1-(4-chloro-2-fluorophenyl)-3-(3-hydroxypyrrolidin-1-yl)-8,9-dihydropyrido[3,4-d]pyrrolo[1,2-a]pyrimidin-5(7H)-one